C/C(/C(=O)O)=C\C=1SC=C(C1)C1=CC(=C(C=C1)C#N)F (E)-2-methyl-3-(4-(3-fluoro-4-cyanophenyl)thiophen-2-yl)acrylic acid